6-hydroxy-indanone OC1=CC=C2CCC(C2=C1)=O